1-((S)-3-(3-((2-((3S,4R)-3-fluoro-4-methoxypiperidin-1-yl)pyrimidin-4-yl)amino)-8-(3-((methylsulfonyl)methyl)azetidin-1-yl)isoquinolin-5-yl)piperidin-1-yl)prop-2-en-1-one F[C@H]1CN(CC[C@H]1OC)C1=NC=CC(=N1)NC=1N=CC2=C(C=CC(=C2C1)[C@H]1CN(CCC1)C(C=C)=O)N1CC(C1)CS(=O)(=O)C